CC=1NC=2N(C(C(=C(N2)C(F)(F)F)C=2C=NN(C2)CC(C(F)(F)F)(F)F)=O)C1 2-methyl-6-[1-(2,2,3,3,3-pentafluoro-propyl)-1H-pyrazol-4-yl]-7-(trifluoromethyl)-1H,5H-imidazo[1,2-a]pyrimidin-5-one